CC(C)(C)SN[C@@H](C)CC(C)C (R)-2-methyl-N-[(2S)-4-methylpentan-2-yl]-2-propanesulfenamide